BrC1=NC(=NC2=CC=CC=C12)Br dibromoquinazoline